(1S,2R)-2-(2-(6-((R)-2-(5-fluoro-2-methoxyphenyl)pyrrolidin-1-yl)imidazo[1,2-b]pyridazin-3-yl)pyridin-4-yl)cyclopentan-1-ol FC=1C=CC(=C(C1)[C@@H]1N(CCC1)C=1C=CC=2N(N1)C(=CN2)C2=NC=CC(=C2)[C@@H]2[C@H](CCC2)O)OC